BrC1=NC=CC(=C1)CNC(=O)N[C@H]1[C@@H]2CC[C@H](C1)C2 |r| 1-[(2-bromo-pyridin-4-yl)methyl]-3-[rac-(1R,2R,4S)-2-bicyclo[2.2.1]heptanyl]urea